ClC=1C=C(NC2(CCC3(C(CC4=CC=CC=C34)CCCOC3=C4C(=NC=C3)C=CO4)CC2)C(=O)OC)C=CC1 methyl (1r,4r)-4-(3-chloroanilino)-2'-{3-[(furo[3,2-b]pyridin-7-yl)oxy]propyl}-2',3'-dihydrospiro[cyclohexane-1,1'-indene]-4-carboxylate